tert-butyl (2R,5S)-5-[2-(4-chloro-3-fluorophenoxy)acetamido]-2-{[2-(trifluoromethyl)pyrimidin-4-yl]carbamoyl}piperidine-1-carboxylate ClC1=C(C=C(OCC(=O)N[C@H]2CC[C@@H](N(C2)C(=O)OC(C)(C)C)C(NC2=NC(=NC=C2)C(F)(F)F)=O)C=C1)F